ClC(C(I)(F)F)(F)F 1-chloro-1,1,2,2-tetrafluoro-2-iodoethane